tert-Butyl-[3-[4-[6,7-dichloro-3-(1-tetrahydropyran-2-ylpyrazol-4-yl)indol-1-yl]triazol-1-yl]propoxy]-dimethyl-silane C(C)(C)(C)[Si](C)(C)OCCCN1N=NC(=C1)N1C=C(C2=CC=C(C(=C12)Cl)Cl)C=1C=NN(C1)C1OCCCC1